O1CCN(CC1)C=1C2=C(N=C(N1)N1CCN(CC1)CC=1C=C3CN(C(C3=CC1)=O)C1C(NC(CC1)=O)=O)C=CS2 3-(5-((4-(4-morpholinothieno[3,2-d]pyrimidin-2-yl)piperazin-1-yl)methyl)-1-oxoisoindolin-2-yl)piperidine-2,6-dione